tert-butyl (2S)-2-[6-chloro-2-(8-oxa-3-azabicyclo[3.2.1]octane-3-carbonyl)-1,2,3,4-tetrahydroisoquinolin-8-yl]pyrrolidine-1-carboxylate ClC=1C=C2CCN(CC2=C(C1)[C@H]1N(CCC1)C(=O)OC(C)(C)C)C(=O)N1CC2CCC(C1)O2